2-((2,6-dichloropyrimidin-4-yl)amino)isonicotinonitrile ClC1=NC(=CC(=N1)NC=1C=C(C#N)C=CN1)Cl